1-(2-Difluoromethyl-pyridin-4-yl)-pyrrolidine-3(R)-carboxylic acid FC(C1=NC=CC(=C1)N1C[C@@H](CC1)C(=O)O)F